3-methyl-4-methyl-2-butanone CC(C(C)=O)CC